tert-Butyl 4-(2-(5-(3-chloro-6-(difluoromethyl)-2-fluorophenyl)pyridin-2-yl)-3-(3-fluorocyclobutyl)propanamido)benzoate ClC=1C(=C(C(=CC1)C(F)F)C=1C=CC(=NC1)C(C(=O)NC1=CC=C(C(=O)OC(C)(C)C)C=C1)CC1CC(C1)F)F